C(C)(=O)N(N(C(=O)C1=CC=2C3=C(C(=NC2C=C1)N)C=NN3C)CC3=C(C=C(C=C3)C=3C=NN(C3)C3CC3)F)C N'-acetyl-4-amino-N-(4-(1-cyclopropyl-1H-pyrazol-4-yl)-2-fluorobenzyl)-N',1-dimethyl-1H-pyrazolo[4,3-c]quinoline-8-carbohydrazide